CC(C(=O)N)CC methyl-butanamide